BrC1(C(NC2=NC(=CC=C21)Cl)=O)Br 3,3-Dibromo-6-chloro-1,3-dihydro-2H-pyrrolo[2,3-b]pyridin-2-one